C(C)(=O)C1=NN(C2=CC=C(C=C12)C=1C=NC(=CC1)C)CC(=O)O (3-acetyl-5-(6-methylpyridin-3-yl)-1H-indazol-1-yl)acetic acid